FC1=CC=C(C=C1)C=C1NC(C2=CC=CC=C12)=O 3-(4-fluorophenylmethylene)isoindolin-1-one